C(C)(C)C1=C(C(=CC=C1)C(C)C)N1C(N(CC1)C1=C(C=CC=C1C(C)C)C(C)C)=[Ru-4](=CC1=C(C=CC(=C1)[N+](=O)[O-])OC(C)C)(I)I [1,3-Bis(2,6-di-i-propylphenyl)imidazolidin-2-ylidene](2-i-propoxy-5-nitrobenzylidene)ruthenium(II) diiodide